COC(NC1=NC=CC(=C1)C1=NC=C(C(=C1)C(F)F)OC[C@](CC(C)C)(CF)N)=O (R)-(5-((2-amino-2-(fluoromethyl)-4-methylpentyl)oxy)-4-(difluoromethyl)-[2,4'-bipyridyl]-2'-yl)carbamic acid methyl ester